(7R)-3-cyclopropyl-7-[[2-(ethylamino)-3,4-dioxocyclobuten-1-yl]amino]-N-(2-methylpropyl)-8,9-dihydro-7H-cyclopenta[H]isoquinoline-5-sulfonamide C1(CC1)C=1N=CC=2C3=C(C=C(C2C1)S(=O)(=O)NCC(C)C)[C@@H](CC3)NC3=C(C(C3=O)=O)NCC